sodium bistrifluorosulfimide FN=S(F)F.FN=S(F)F.[Na]